2-((3-(3-methoxy-6,7,7a,8,10,11-hexahydro-9H-pyrazino[1,2-d]pyrido[3,2-b][1,4]oxazepin-9-yl)-3-oxopropoxy)methyl)azetidin COC1=CC=2OCCC3N(C2N=C1)CCN(C3)C(CCOCC3NCC3)=O